SC(C(=O)O)CC(=O)O 2-mercapto-butanedioic acid